SC(CS)C1=CC=C(C(=C1)S)S 1,2,4,5-Tetramercaptoethylbenzene